BrC1=C(N(N=C1)C)C1=C(C=2C(=NC(=C(C2)Cl)COC)S1)C#N 2-(4-bromo-2-methyl-pyrazol-3-yl)-5-chloro-6-(methoxymethyl)thieno[2,3-b]pyridine-3-carbonitrile